5-(propane-2-yl)pyrazine tert-butyl-3-hydroxy-3-methyl-piperidine-1-carboxylate C(C)(C)(C)OC(=O)N1CC(CCC1)(C)O.CC(C)C=1N=CC=NC1